C1(CCCCC1)CNC(CC1=CC=C2C3=C(C(OC2=C1)=O)C=CC=C3)=O N-(cyclohexylmethyl)-2-(6-oxo-6H-benzo[c]chromen-3-yl)acetamide